C(C)N1N=C(C(=C1)C1=C(C=CC(=C1)O)C1C2=C(CNC1)SC(=C2)C#N)C(F)(F)F 4-(2-(1-Ethyl-3-(trifluoromethyl)-1H-pyrazol-4-yl)-4-hydroxyphenyl)-4,5,6,7-tetrahydrothieno[2,3-c]pyridine-2-carbonitrile